C[C@@H]1O[C@H](CN(C1)C1=C(C(=CC=C1)N)N)C 3-((2S,6S)-2,6-dimethylmorpholino)benzene-1,2-diamine